fmoc-D-threitol C(=O)(OCC1C2=CC=CC=C2C2=CC=CC=C12)C([C@@H](O)[C@H](O)CO)O